CC1=C(C(C(C=C1)C)C)C(=O)OCC ethyl 2,5,6-trimethylcyclohexane-1,3-diene-1-carboxylate